FC(COC(N(C1=NC=C(N=C1)C=1C=NN(C1)C)[C@@H]1CC[C@H](CC1)N)=O)F (trans-4-aminocyclohexyl)(5-(1-methyl-1H-pyrazol-4-yl)pyrazin-2-yl)carbamic acid 2,2-difluoroethyl ester